FC(C=1C(=C(C(=O)O)C=CC1)C)F 3-(difluoromethyl)-2-methylbenzoic acid